C(C1=CC=CC=C1)N1C(C2=C(C=3C=CC=NC13)CCN(C2)CC2=CC(=CC=C2)Br)=O 6-benzyl-3-(3-bromobenzyl)-2,3,4,6-tetrahydropyrido[3,4-c][1,8]naphthyridin-5(1H)-one